NC(CCCCCC(C(=O)O)NCC(=O)O)C(=O)O 6-amino-carboxylhexyl-iminodiacetic acid